tert-butyl-((2-(2,6-dioxopiperidin-3-yl)-1-oxoisoindolin-5-yl) ethynyl) azetidine-1-carboxylate N1(CCC1)C(=O)OC#CC=1C=C2C(N(C(C2=CC1)=O)C1C(NC(CC1)=O)=O)C(C)(C)C